CC1=C(C2=CC=CC=C2C(=C1)C(=O)O)C(=O)O 2-methylnaphthalene-1,4-dicarboxylic acid